C(=C)N1C(N(C(=C1)C#N)CC)C#N 1-vinyl-3-ethylimidazoledinitrile